[N+](=O)([O-])C1=C(C=CC=C1[N+](=O)[O-])S(=O)(=O)F 2,3-dinitrobenzenesulfonyl fluoride